trans-1,2-dimethyl ethylene carbonate C(O)(O)=O.C\C=C\C